2-(3-((1s,3s)-3-(difluoromethoxy)-1-(4-methyl-4H-1,2,4-triazol-3-yl)cyclobutyl)phenyl)-6-(((1-methylcyclobutyl)amino)methyl)-4-(trifluoromethyl)isoindolin-1-one FC(OC1CC(C1)(C1=NN=CN1C)C=1C=C(C=CC1)N1C(C2=CC(=CC(=C2C1)C(F)(F)F)CNC1(CCC1)C)=O)F